6-{3-azabicyclo-[3.1.0]hex-3-yl}-2-methylpyridine-3-carbaldehyde C12CN(CC2C1)C1=CC=C(C(=N1)C)C=O